tert-butyl [3-(2-{[6-(trifluoromethyl)pyridin-3-yl]oxy}acetamido)bicyclo[1.1.1]pentan-1-yl]carbamate FC(C1=CC=C(C=N1)OCC(=O)NC12CC(C1)(C2)NC(OC(C)(C)C)=O)(F)F